C(C=C)C1=CC(=CC=C1)OC1=CC=CC=C1 1-allyl-3-(phenyloxy)benzene